FC=1C=CC(=C(C(=O)O)C1)NC(C)C=1C=C(C=C2C(C=C(OC12)N1CCN(CC1)C(=O)OC)=O)C 5-Fluoro-2-[1-[2-(4-methoxycarbonylpiperazin-1-yl)-6-methyl-4-oxo-chromen-8-yl]ethylamino]benzoic acid